4-(1-(hydroxymethyl)cyclopentylamino)-2-((1r,4r)-4-methoxycyclohexylamino)pyrimidine-5-carboxamide OCC1(CCCC1)NC1=NC(=NC=C1C(=O)N)NC1CCC(CC1)OC